FC(N1N=CC(=C1)NS(=O)(=O)CC)F N-[1-(difluoromethyl)pyrazol-4-yl]ethanesulfonamide